1,4-diaza-azepine hydrochloride Cl.N1N=CN=CC=C1